C(C)(C)(C)OC(=O)N1C(C=CCC1C)C 2,6-dimethyl-5,6-dihydropyridine-1(2H)-carboxylic acid tert-butyl ester